2-(2-(4-(2-(2-(((5r,8r)-4-hydroxy-3-mesityl-2-oxo-1-oxaspiro[4.5]dec-3-en-8-yl)oxy)ethoxy)-ethyl)piperazin-1-yl)ethoxy)acetic acid OC1=C(C(OC12CCC(CC2)OCCOCCN2CCN(CC2)CCOCC(=O)O)=O)C2=C(C=C(C=C2C)C)C